NC=1C=C(C=C(C1)C(F)(F)F)[C@@H](C)NC1=NC(=NC2=CC=C(C=C12)OC=1C=CC(=C(C1)CC(=O)N(C)C)O)C (R)-2-(5-((4-((1-(3-amino-5-(trifluoromethyl)phenyl)ethyl)amino)-2-methylquinazolin-6-yl)oxy)-2-hydroxyphenyl)-N,N-Dimethylacetamide